C1(CC1)C#CC=1C(=C(CC2N(CCC2NS(=O)(=O)CC)C(=O)OC(C)(C)C)C=CC1)F tert-butyl 2-(3-(cyclopropylethynyl)-2-fluorobenzyl)-3-(ethylsulfonamido)pyrrolidine-1-carboxylate